C(CCC)OOCCCCCC butyl-peroxy(hexane)